(S)-4-(3-methyl-1H-pyrrolo[2,3-b]pyridin-4-yl)-N-(pyrrolidin-2-ylmethyl)-3,4-dihydro-2H-1,4-thiazine-6-carboxamide hydrochloride Cl.CC1=CNC2=NC=CC(=C21)N2CCSC(=C2)C(=O)NC[C@H]2NCCC2